4-(4-bromo-2-methylbenzenesulfonyl)-1,2,5-trimethyl-1,2,3,4-tetrahydroquinoxaline BrC1=CC(=C(C=C1)S(=O)(=O)N1CC(N(C2=CC=CC(=C12)C)C)C)C